((4-(phenylmethylsulfanyl)-2-methylphenyl)amino)-6-bromo-8-cyclopentylpyrido[2,3-d]Pyrimidin-7(8H)-one C1(=CC=CC=C1)CSC1=CC(=C(C=C1)NC=1N=CC2=C(N1)N(C(C(=C2)Br)=O)C2CCCC2)C